N1(CCC1)C(=O)N1[C@H]([C@H]([C@H](C1)F)NS(N(C)C)(=O)=O)CC1(C(C(=CC=C1)C1=CC=CC=C1)F)C {(2S,3R,4S)-1-(azetidine-1-carbonyl)-4-fluoro-2-[(2-fluoro-3-methyl[1,1'-biphenyl]-3-yl)methyl]pyrrolidin-3-yl}-N,N-dimethyl-sulfuric diamide